Anthracene-one ethyl-acetate C(C)OC(C)=O.C1(CC=CC2=CC3=CC=CC=C3C=C12)=O